5,5-dimethyl-3-(((2,3,5,6-tetrafluoro-4-(prop-2-yn-1-yloxy)phenoxy)methyl)thio)-4,5-dihydroisoxazole CC1(CC(=NO1)SCOC1=C(C(=C(C(=C1F)F)OCC#C)F)F)C